BrC=1C(=C(C=C(C1)Cl)C1N(CCN(C1C)C(=O)OC(C)(C)C)C(=O)OC(C)(C)C)F di-tert-butyl 2-(3-bromo-5-chloro-2-fluorophenyl)-3-methylpiperazine-1,4-dicarboxylate